4-(6-fluorofuro[3,2-c]pyridin-4-yl)-N-[trans-4-(2-hydroxypropan-2-yl)cyclohexyl]benzamide FC1=CC2=C(C(=N1)C1=CC=C(C(=O)N[C@@H]3CC[C@H](CC3)C(C)(C)O)C=C1)C=CO2